F[C@@H]1[C@H](CN(CC1)C(=O)OC(C)(C)C)NC(C1=C(C=C(C(=C1)[N+](=O)[O-])N[C@H]1[C@@H](C1)C)F)=O tert-butyl (3S,4S)-4-fluoro-3-(2-fluoro-4-(((1R,2R)-2-methylcyclopropyl)amino)-5-nitrobenzamido)piperidine-1-carboxylate